(1R,4R)-N-[4-(3-Cyanophenyl)-5-(2,6-dimethyl-4-pyridyl)thiazol-2-yl]-2,5-diazabicyclo[2.2.2]octan-2-carboxamid C(#N)C=1C=C(C=CC1)C=1N=C(SC1C1=CC(=NC(=C1)C)C)NC(=O)N1[C@H]2CN[C@@H](C1)CC2